1-(4-amino-3-fluoro-2-pyridyl)ethanone NC1=C(C(=NC=C1)C(C)=O)F